BrC1=C(C=C2C(=C(C=NC2=C1F)C#N)N1[C@H](CN(CC1)C(=O)OC(C)(C)C)C)Cl tert-butyl (S)-4-(7-bromo-6-chloro-3-cyano-8-fluoroquinolin-4-yl)-3-methylpiperazine-1-carboxylate